N1[C@H](CSC1)C(=O)O (2S,4R)-thioproline